4-chloro-1-(1-((6-(trifluoromethyl)benzo[b]thiophen-2-yl)methyl)-1,8-diazaspiro[4.5]decane-8-carbonyl)-1H-pyrazole-3-carboxylic acid ClC=1C(=NN(C1)C(=O)N1CCC2(CCCN2CC2=CC3=C(S2)C=C(C=C3)C(F)(F)F)CC1)C(=O)O